bis[6-tert-butyl-4-(3,5-di-tert-butylphenyl)-5-methoxy-2-methyl-1H-inden-1-yl]Dimethylsilane C(C)(C)(C)C1=C(C(=C2C=C(C(C2=C1)[Si](C)(C)C1C(=CC2=C(C(=C(C=C12)C(C)(C)C)OC)C1=CC(=CC(=C1)C(C)(C)C)C(C)(C)C)C)C)C1=CC(=CC(=C1)C(C)(C)C)C(C)(C)C)OC